(R)-8-(2-fluoro-4-(trifluoromethyl)phenyl)-2,3-dimethyl-6-(2-(2-methylpyridin-4-yl)morpholino)pyrimido[5,4-d]pyrimidin-4(3H)-one FC1=C(C=CC(=C1)C(F)(F)F)C1=NC(=NC2=C1N=C(N(C2=O)C)C)N2C[C@H](OCC2)C2=CC(=NC=C2)C